NC(C(C(CC1=CC=CC=C1)NC(C1=C(C(=CC=C1)C)C)=O)=O)=O N-(4-amino-3,4-dioxo-1-phenylbutan-2-yl)-2,3-dimethylbenzamide